CS(=O)(=O)O.C(C(O)C1=CC=CC=C1)(=O)O mandelic acid, methanesulfonate salt